3-(3-chloro-4-fluorophenyl)-1-(1(S)-(1-oxo-1,2-dihydroisoquinolin-4-yl)ethyl)-1-(((R)-tetrahydrofuran-3-yl)methyl)urea ClC=1C=C(C=CC1F)NC(N(C[C@@H]1COCC1)[C@@H](C)C1=CNC(C2=CC=CC=C12)=O)=O